5-[2-Chloro-4-[3-[2-(1-piperidyl)ethoxy]pyrrolidin-1-yl]pyrrolo[2,1-f][1,2,4]triazin-6-yl]-5H-pyrimidine-2,4-dione ClC1=NN2C(C(=N1)N1CC(CC1)OCCN1CCCCC1)=CC(=C2)C2C(NC(N=C2)=O)=O